CCOC(=O)C1C(O1)(C)C2=CC=CC=C2 cis-Ethyl 3-methyl-3-phenylglycidate